OC=1C=C(C=CC1OC)/C=C/C(C)=O (E)-4-(3-hydroxy-4-methoxyphenyl)-3-buten-2-one